4,5-dimethylimidazole bromide [Br-].CC=1N=CNC1C